8-((6-chloropyridin-3-yl)methyl)-3-phenylpyrido[2,3-d]pyrimidine-2,4(3H,8H)-dione ClC1=CC=C(C=N1)CN1C=CC=C2C1=NC(N(C2=O)C2=CC=CC=C2)=O